C(C)(C)(C)[S@@](=O)\N=C\1/C=2C(=NC=CN2)CC12CCN(CC2)C(=O)OC(C)(C)C tert-butyl (5Z)-5-[(R)-tert-butylsulfinyl]iminospiro[7H-cyclopenta[b]pyrazine-6,4'-piperidine]-1'-carboxylate